(S)-2-(6-Cyanopyridine-2-yl)-1-[2-(1-isopropyl-1H-indazole-3-yl)phenyl]ethan-1-amine C(#N)C1=CC=CC(=N1)C[C@H](N)C1=C(C=CC=C1)C1=NN(C2=CC=CC=C12)C(C)C